IC=1C=C2C(=CC(=NC2=CC1)N(CC(=O)O)C)C1=CC=CC=C1 N-(6-iodo-4-phenylquinolin-2-yl)-N-methylglycine